N-methyl-2-phenyl-aniline palladium (II) [Pd+2].CNC1=C(C=CC=C1)C1=CC=CC=C1